(E)-1-(4-hydroxyphenyl)ethanone oxime OC1=CC=C(C=C1)/C(/C)=N/O